7-((4-(2-fluoro-6-(methylcarbamoyl)pyridin-3-yl)piperazin-1-yl)methyl)-8-fluoro-2-methyl-2,5-dihydro-4H-pyrazolo[4,3-c]quinolin-4-one FC1=NC(=CC=C1N1CCN(CC1)CC=1C(=CC=2C=3C(C(NC2C1)=O)=CN(N3)C)F)C(NC)=O